Cl.O1CCC(CC1)[C@H](C)N (1S)-1-(tetrahydro-2H-pyran-4-yl)ethylamine hydrochloride salt